N-((5-fluoro-6-(thiazol-4-ylmethoxy)-1H-indol-2-yl)methyl)-1-(methoxymethyl)cyclopropane-1-carboxamide FC=1C=C2C=C(NC2=CC1OCC=1N=CSC1)CNC(=O)C1(CC1)COC